methoxy-1-pentyl-1-propanesulfonate COC(CC)(S(=O)(=O)[O-])CCCCC